N-(2-(dimethylamino)ethyl)-2-(4-(trifluoromethyl)phenyl)Azole-4-carboxamide CN(CCNC(=O)C=1C=C(NC1)C1=CC=C(C=C1)C(F)(F)F)C